2-fluoro-N-(6-(5-methyl-1H-indol-6-yl)imidazo[1,2-a]pyridin-2-yl)cyclopropanecarboxamide FC1C(C1)C(=O)NC=1N=C2N(C=C(C=C2)C2=C(C=C3C=CNC3=C2)C)C1